2-(3,4-dihydroxybenzylidene)-6-hydroxy-3(2H)-benzofuranone OC=1C=C(C=C2OC3=C(C2=O)C=CC(=C3)O)C=CC1O